NC=1C(=C(C(=CC1)F)N(C(OC(C)(C)C)=O)C(=O)OC(C)(C)C)F tert-Butyl N-(3-amino-2,6-difluorophenyl)-N-tert-butoxycarbonylcarbamate